1-(7-(3-chloro-2-cyclopropyl-5-(methoxymethoxy)phenyl)-8-fluoro-2-((tetrahydro-1H-pyrrolizin-7a(5H)-yl)methoxy)pyrido[4,3-d]pyrimidin-4-yl)-3-methylpiperidin-3-ol ClC=1C(=C(C=C(C1)OCOC)C1=C(C=2N=C(N=C(C2C=N1)N1CC(CCC1)(O)C)OCC12CCCN2CCC1)F)C1CC1